O-(1-chloroethyl) thiocarbonate C(OC(C)Cl)([O-])=S